C1(CC1)C(CNC=1N=CC2=C(N1)NC=C2C2=CC=C1C(CC(OC1=C2)(C)C)=O)(F)F 7-(2-((2-cyclopropyl-2,2-difluoroethyl)amino)-7H-pyrrolo[2,3-d]pyrimidin-5-yl)-2,2-dimethylchroman-4-one